2-[1-[(4-methylsulfonyl-cyclohexyl)methyl]Pyrazol-4-yl]Quinoxaline CS(=O)(=O)C1CCC(CC1)CN1N=CC(=C1)C1=NC2=CC=CC=C2N=C1